S-Methyl-4-methyl-4-[methyl-[2-(3-pyridylmethoxy)ethyl]amino]pent-2-ynethioat CS=C(C#CC(C)(N(CCOCC=1C=NC=CC1)C)C)[O-]